4-(4-(1H-indol-3-yl)furan-2-yl)-4-oxobutanoic acid methyl ester COC(CCC(=O)C=1OC=C(C1)C1=CNC2=CC=CC=C12)=O